N-(pyridin-3-yl)-6-(4H-1,2,4-triazol-4-yl)picolinamide N1=CC(=CC=C1)NC(C1=NC(=CC=C1)N1C=NN=C1)=O